8-chloro-6-methylisoindolo[2,1-a]quinoxaline ClC=1C=CC2=CN3C(C(=NC=4C=CC=CC34)C)=C2C1